CONC(=O)C=1N=CN(C1)CC=1SC(=CC1)C1=NOC(=N1)C(F)(F)F N-methoxy-1-[[5-[5-(trifluoromethyl)-1,2,4-oxadiazol-3-yl]-2-thienyl]methyl]imidazole-4-carboxamide